CC1=C(C(NC(=C1)C)=O)CN1C(C=2C(=C3C(=C(C2CC1)CC)OC(O3)(C)C31CCC(CC3)(CC1)N(C)C)C)=O 6-((4,6-dimethyl-2-oxo-1,2-dihydropyridin-3-yl)methyl)-2-(4-(dimethylamino)bicyclo[2.2.2]octan-1-yl)-9-ethyl-2,4-dimethyl-7,8-dihydro-[1,3]dioxolo[4,5-g]isoquinolin-5(6H)-one